OC=1C=C(C2=COC3=CC(=CC(=C3C2=O)O)O)C=CC1O 3',4',5,7-Tetrahydroxyisoflavone